4-carbamoylphenyl 2-(2-methoxynaphthalen-6-yl)propanoate COC1=CC2=CC=C(C=C2C=C1)C(C(=O)OC1=CC=C(C=C1)C(N)=O)C